O=C1C(=COC2=CC(=CC=C12)C(F)(F)F)B(O)O [4-oxo-7-(trifluoro-methyl)chromen-3-yl]boronic acid